C(C)C1=C(C(=CC=C1)CC)[Si](COC)(COC)C1=C(C=CC=C1CC)CC di(2,6-diethylphenyl)bis(methoxymethyl)silane